C(C)(C)(C)[Si](OCCC1(CCCCC1)N)(C)C 1-[2-[tert-butyl-(dimethyl)silyl]oxyethyl]cyclohexylamine